3-(2-(6-methyl-4-(3-methyl-3-phenylpyrrolidin-1-yl)-2-oxopyridin-1(2H)-yl)ethyl)-1,3,7-triazaspiro[4.4]nonan-2-one CC1=CC(=CC(N1CCN1C(NC2(C1)CNCC2)=O)=O)N2CC(CC2)(C2=CC=CC=C2)C